4-methoxy-5-(2-methyl-1-(2,2,2-trifluoroethyl)-1H-benzo[d]imidazol-6-yl)-N-(2-oxaspiro[3.5]nonan-7-yl)pyrrolo[2,1-f][1,2,4]triazin-2-amine COC1=NC(=NN2C1=C(C=C2)C=2C=CC1=C(N(C(=N1)C)CC(F)(F)F)C2)NC2CCC1(COC1)CC2